(S)-3-(3-fluoro-4-(6-(2-propyl-2H-tetrazol-5-yl)pyridin-3-yl)phenyl)-5-(1-hydroxy-2-fluoroethyl)oxazolidin-2-one FC=1C=C(C=CC1C=1C=NC(=CC1)C=1N=NN(N1)CCC)N1C(O[C@@H](C1)C(CF)O)=O